[C@@H]12C3=CC=CC=C3[C@@H](C(C1)C(=O)O)O2 (1S,8R)-11-oxa-tricyclo[6.2.1.02,7]Undecane-2,4,6-triene-9-carboxylic acid